COC=1C=C(C=CC1)C1=CC=C(C=C1)NC(NC1=CC=C(C(=O)NC)C=C1)=O 4-(3-(3'-methoxy-[1,1'-biphenyl]-4-yl)ureido)-N-methylbenzamide